4-(phenyl-d5)-9H-carbazole-1,2,3,5,6,7,8-d7 C1(=C(C(=C(C(=C1[2H])[2H])[2H])[2H])[2H])C1=C(C(=C(C=2NC3=C(C(=C(C(=C3C12)[2H])[2H])[2H])[2H])[2H])[2H])[2H]